ClC1=CC2=C(CCO2)C=C1NC1=NC=C2N(C(N(C2=N1)C1CCC(CC1)(F)F)=O)C 2-((6-chloro-2,3-dihydrobenzofuran-5-yl)amino)-9-(4,4-difluorocyclohexyl)-7-methyl-7,9-dihydro-8H-purin-8-one